C=1(C(=CC(=CC1)O)O)C1CCCC=C1 1',2',3',4'-tetrahydro-[1,1'-biphenyl]-2,4-diol